tert-butyl (2R,6S)-4-(5,5-dioxido-6,7-dihydrothieno[3,2-d]pyrimidin-2-yl)-2,6-dimethylpiperazine-1-carboxylate O=S1(CCC=2N=C(N=CC21)N2C[C@H](N([C@H](C2)C)C(=O)OC(C)(C)C)C)=O